C1OC=2C=C(CC(NC)C)C=CC2O1 3,4-methylendioxy-N-methylamphetamine